ClC=1C=NN2C1N=C(N=C2NC2CCC(CC2)NCCOC)C2=C(C=CC=C2F)F (1r,4r)-N1-(8-chloro-2-(2,6-difluorophenyl)pyrazolo[1,5-a][1,3,5]triazin-4-yl)-N4-(2-methoxyethyl)cyclohexane-1,4-diamine